1,3-dimethyl-1H-indene CC1C=C(C2=CC=CC=C12)C